[Na+].P1(=O)(O[SiH2]OO1)[O-] siloxane phosphate sodium salt